2-((1-(2-(Isoquinolin-6-yl)-6-methyl-4-oxo-4H-chromen-8-yl)ethyl)amino)benzoic acid C1=NC=CC2=CC(=CC=C12)C=1OC2=C(C=C(C=C2C(C1)=O)C)C(C)NC1=C(C(=O)O)C=CC=C1